C(C)N(C(CC)=O)C=1C=C(C=CC1)C N-ethyl-N-(m-tolyl)propionamide